C1(=CC=CC=C1)CC(=O)N1[C@@H](CCC1)C1=NC(=NO1)CCCC1=CC=CC=C1 (S)-2-Phenyl-1-(2-(3-(3-phenylpropyl)-1,2,4-oxadiazol-5-yl)pyrrolidin-1-yl)ethan-1-one